1-methyl-1,4,5,6-tetrahydropyrrolo[3,4-c]pyrazole hydrochloride Cl.CN1N=CC2=C1CNC2